tert-butyl (7-(4-fluoro-3-hydroxyphenyl)-[1,2,4]triazolo[1,5-a]pyridin-2-yl)carbamate FC1=C(C=C(C=C1)C1=CC=2N(C=C1)N=C(N2)NC(OC(C)(C)C)=O)O